3,6-dioctylthieno[3,2-b]thiophene C(CCCCCCC)C=1C2=C(SC1)C(=CS2)CCCCCCCC